ClC(C(OC1([C@H](O)[C@@H](O)[C@H](O)[C@H](O1)CO)C(C)=O)=N)(Cl)Cl acetylglucosyl trichloroethanimidate